C(C)(C)(C)C1=CC=C(C=C1)N1C(NNC1=O)=O 4-(4-(tert-butyl)phenyl)-1,2,4-triazolidine-3,5-dione